4-(7-methoxyquinolin-4-yl)piperazin COC1=CC=C2C(=CC=NC2=C1)N1CCNCC1